4-hydroxybenzenenitrile OC1=CC=C(C=C1)C#N